tert-butyl 4-((5-(difluoromethyl)-7-(4-(methoxycarbonyl)phenyl)-1,4-diazepan-1-yl)methyl)-5-methoxy-7-methyl-1H-indole-1-carboxylate FC(C1NCCN(C(C1)C1=CC=C(C=C1)C(=O)OC)CC1=C2C=CN(C2=C(C=C1OC)C)C(=O)OC(C)(C)C)F